(R)-(2-(benzofuran-3-yl)-1-(2-oxo-2-((1-methyl-1H-imidazol-2-yl)amino)acetamido)ethyl)boronic acid O1C=C(C2=C1C=CC=C2)C[C@H](NC(C(NC=2N(C=CN2)C)=O)=O)B(O)O